3-[3-[1-(difluoromethyl)pyrazol-4-yl]-6-(3,5-dimethylisoxazol-4-yl)pyrrolo[3,2-b]pyridin-1-yl]-3-tetrahydropyran-4-yl-propanenitrile FC(N1N=CC(=C1)C1=CN(C=2C1=NC=C(C2)C=2C(=NOC2C)C)C(CC#N)C2CCOCC2)F